C(=O)C1=C(OC2=NC=CC(=C2)C(=O)OC)C=CC=C1OCC1=CC=C(C=C1)OC methyl 2-{2-formyl-3-[(4-methoxyphenyl)methoxy]phenoxy}pyridine-4-carboxylate